6-[4-[3-(3-Hydroxyphenyl)-5-(trifluoromethyl)benzoyl]piperazin-1-yl]-N-[3-nitro-4-(2-phenylsulfanylethylamino)phenyl]sulfonylpyridazine-3-carboxamide OC=1C=C(C=CC1)C=1C=C(C(=O)N2CCN(CC2)C2=CC=C(N=N2)C(=O)NS(=O)(=O)C2=CC(=C(C=C2)NCCSC2=CC=CC=C2)[N+](=O)[O-])C=C(C1)C(F)(F)F